N=1C(N=C2C=NC=CC21)=O 2H-imidazo(4,5-c)pyridin-2-one